[SiH3]C=1C(=C(O)C=CC1C(C)(C)C1=CC=C(C=C1)O)[SiH3] bis-silyl-bisphenol A